4-(2-{[(4as,7ar)-1-methyl-octahydro-1H-cyclopenta[b]pyridin-4a-yl]methoxy}-4-[(1s,6r)-3,9-diazabicyclo[4.2.1]non-3-yl]-8-fluoroquinazolin-7-yl)-5-ethynyl-6-fluoronaphthalen-2-ol CN1[C@H]2[C@@](CCC1)(CCC2)COC2=NC1=C(C(=CC=C1C(=N2)N2C[C@@H]1CC[C@H](CC2)N1)C1=CC(=CC2=CC=C(C(=C12)C#C)F)O)F